[Na+].[Na+].C=1(C(=CC=CC1)S(=O)(=O)[O-])C=1C(=CC=CC1)S(=O)(=O)[O-] biphenyl-2,2'-disulfonic acid disodium salt